FC1C(CN(CC1)C(=O)OC(C)(C)C)(O)CNC(=O)N1[C@H](C2=CC=CC=C2CC1)C1=CC=C(C=C1)F tert-butyl 4-fluoro-3-(((S)-1-(4-fluorophenyl)-1,2,3,4-tetrahydroisoquinoline-2-carboxamido)methyl)-3-hydroxypiperidine-1-carboxylate